5-(3,5-dimethyl-4-(4-methylpiperazin-1-yl)phenyl)-3-(3-methyl-3-(2-(Pyrrolidin-1-yl)ethoxy)but-1-yn-1-yl)-1H-pyrrolo[2,3-b]pyridine CC=1C=C(C=C(C1N1CCN(CC1)C)C)C=1C=C2C(=NC1)NC=C2C#CC(C)(OCCN2CCCC2)C